methyl-4-[(1-methylcyclopropyl)amino]-N-[(5-methylpyrimidin-2-yl)methyl]furo[2,3-d]pyrimidine-5-carboxamide CC=1N=C(C2=C(N1)OC=C2C(=O)NCC2=NC=C(C=N2)C)NC2(CC2)C